C1(CC2=CC=CC3=CC=CC1=C23)C(=O)CCC(=O)O β-(acenaphthoyl)propionic acid